NC1=C(C2=C(S1)CCC21CN(C1)C1=NC(=NC(=C1C#N)N1C[C@H]2CC[C@@H](C1)N2)OCC2=CC=CC=C2)C#N 2-amino-1'-[2-benzyloxy-5-cyano-6-[(1R,5S)-3,8-diazabicyclo[3.2.1]octan-3-yl]pyrimidin-4-yl]spiro[5,6-dihydrocyclopenta[b]thiophene-4,3'-azetidine]-3-carbonitrile